C(C1=CC=CC=C1)O[C@H]1C[C@@H](O[C@@H]1[C@H](C(F)(F)F)O)N1C(NC(C(=C1)F)=O)=O 1-[(2R,4S,5R)-4-benzyloxy-5-[(1R)-2,2,2-trifluoro-1-hydroxy-ethyl]tetrahydrofuran-2-yl]-5-fluoro-pyrimidine-2,4-dione